bis(p-tert-butylbenzoic acid) aluminum [Al].C(C)(C)(C)C1=CC=C(C(=O)O)C=C1.C(C)(C)(C)C1=CC=C(C(=O)O)C=C1